CN1CCN(CC1)CCOC=1NC=C(N1)C1=CC=CC=C1 1-methyl-4-(2-(4-phenyl-1H-imidazol-2-yloxy)ethyl)piperazine